(R)-4-((1S,3R)-3-(1-isopropyl-3-(2-(trifluoromethyl)pyrimidin-5-yl)-1H-1,2,4-triazol-5-yl)cyclopentyl)-2-methylmorpholine C(C)(C)N1N=C(N=C1[C@H]1C[C@H](CC1)N1C[C@H](OCC1)C)C=1C=NC(=NC1)C(F)(F)F